N-[2-amino-5-(4-fluorophenyl)phenyl]-2-methyl-2-oxo-2-thia-3-azabicyclo[4.4.0]decane-1(6),2,7,9-tetraene-8-carboxamide NC1=C(C=C(C=C1)C1=CC=C(C=C1)F)NC(=O)C1=CC=2CCN=S(C2C=C1)(=O)C